C(C1=CC=CC=C1)OC[C@@H]1[C@H](C1)CO [(1S,2S)-2-[(benzyloxy)methyl]cyclopropyl]methanol